[La].[In].[Ga] gallium-indium-lanthanum